2-(benzo[d]thiazol-2-yl)-3,6-di(9H-carbazol-9-yl)-4,5-bis(3-(4-(diphenylamino)phenyl)-9H-carbazol-9-yl)benzonitrile S1C(=NC2=C1C=CC=C2)C2=C(C#N)C(=C(C(=C2N2C1=CC=CC=C1C=1C=CC=CC21)N2C1=CC=CC=C1C=1C=C(C=CC21)C2=CC=C(C=C2)N(C2=CC=CC=C2)C2=CC=CC=C2)N2C1=CC=CC=C1C=1C=C(C=CC21)C2=CC=C(C=C2)N(C2=CC=CC=C2)C2=CC=CC=C2)N2C1=CC=CC=C1C=1C=CC=CC21